FC1=CC=C(C=C1)N 4-fluorophenylamine